OC1=C(C=C2C(N=C(NC2=C1)C)=O)OC 7-Hydroxy-6-methoxy-2-methyl-quinazolin-4(1H)-one